3-((4-oxo-7-(5-(trifluoromethyl)-1H-pyrazol-4-yl)quinazolin-3(4H)-yl)methyl)-N-(2-(pyridin-4-yl)ethyl)benzamide ammonium nitrate [N+](=O)([O-])[O-].[NH4+].O=C1N(C=NC2=CC(=CC=C12)C=1C=NNC1C(F)(F)F)CC=1C=C(C(=O)NCCC2=CC=NC=C2)C=CC1